2-(2-ethoxypyridin-3-yl)-1'-[6-propoxy-2-(trifluoromethyl)pyridin-3-yl]-7-pyrrolidin-3-ylspiro[6H-1,7-naphthyridine-5,4'-piperidine]-8-one C(C)OC1=NC=CC=C1C1=NC=2C(N(CC3(CCN(CC3)C=3C(=NC(=CC3)OCCC)C(F)(F)F)C2C=C1)C1CNCC1)=O